1-(3-(5-amino-3-(3-fluoro-4-((4-methoxypyridin-2-yl)oxy)phenyl)imidazo[1,5-c]pyrimidin-1-yl)pyrrolidin-1-yl)prop-2-en-1-one NC1=NC=CC=2N1C(=NC2C2CN(CC2)C(C=C)=O)C2=CC(=C(C=C2)OC2=NC=CC(=C2)OC)F